7-(4-aminopiperidin-1-yl)-2-(2-methyl-1,3-benzoxazol-6-yl)-4H-pyrido[1,2-a]pyrimidin-4-one NC1CCN(CC1)C=1C=CC=2N(C(C=C(N2)C2=CC3=C(N=C(O3)C)C=C2)=O)C1